3-(2-(1-(4-(4-((1R,2S)-6-hydroxy-2-phenyl-1,2,3,4-tetrahydronaphthalen-1-yl)-phenoxy)butyl)piperidin-4-yl)-4-oxo-4,6-dihydro-5H-thieno[2,3-c]pyrrol-5-yl)piperidine-2,6-dione OC=1C=C2CC[C@@H]([C@@H](C2=CC1)C1=CC=C(OCCCCN2CCC(CC2)C2=CC3=C(CN(C3=O)C3C(NC(CC3)=O)=O)S2)C=C1)C1=CC=CC=C1